C(C1=CC=CC=C1)OCC1CCNCCO1 7-(benzyloxymethyl)-1,4-oxaazepane